2-(1,3-Dimethyl-1H-pyrazol-4-yl)-N-(5-(2-(3-methoxyazetidin-1-yl)acetamido)-2-methylpyridin-3-yl)pyrazolo[5,1-b]thiazole-7-carboxamide CN1N=C(C(=C1)C1=CN2C(S1)=C(C=N2)C(=O)NC=2C(=NC=C(C2)NC(CN2CC(C2)OC)=O)C)C